1-ethyl-N-(4-fluorophenyl)-2-oxo-1,2-dihydrobenzo[cd]indole-6-sulfonamide C(C)N1C(C2=C3C(C(=CC=C13)S(=O)(=O)NC1=CC=C(C=C1)F)=CC=C2)=O